5-[8-(5-acetyl-1-tetrahydropyran-4-yl-6,7-dihydro-4H-pyrazolo[4,3-c]pyridin-3-yl)-3-isoquinolyl]-N-(4-piperidylmethyl)pyridine-2-carboxamide C(C)(=O)N1CC2=C(CC1)N(N=C2C=2C=CC=C1C=C(N=CC21)C=2C=CC(=NC2)C(=O)NCC2CCNCC2)C2CCOCC2